[C].FC1=CC=C(C=C1)C#CC1=CC=C(C=C1)F 1,2-bis(4-fluorophenyl)acetylene carbon